tert-octyl-3-amino-2-thiophenecarboxamide C(C)(C)(CC(C)(C)C)C=1C(=C(SC1)C(=O)N)N